O1COC2=C1C=CC=C2CNCC2=CC(=NC=C2)N2CCC(CC2)CCC N-(1,3-benzodioxol-4-ylmethyl)-1-[2-(4-propyl-1-piperidyl)-4-pyridyl]methanamin